(S)-N-(chroman-4-yl)-4-(dimethylamino)-8-(4,4-dimethylcyclohexyl)quinoline-3-carboxamide O1CC[C@@H](C2=CC=CC=C12)NC(=O)C=1C=NC2=C(C=CC=C2C1N(C)C)C1CCC(CC1)(C)C